rac-[2-(2,3-dihexadecyloxypropyl-oxysuccinyloxy)ethyl]Trimethylammonium C(CCCCCCCCCCCCCCC)O[C@@H](COC(CCC(=O)OCC[N+](C)(C)C)=O)COCCCCCCCCCCCCCCCC |r|